CC=1N=C2N(C=C(C=C2)B(O)O)C1 (2-methyl-Imidazo[1,2-a]pyridin-6-yl)boronic acid